bis(p-methoxyphenyl)amine COC1=CC=C(C=C1)NC1=CC=C(C=C1)OC